FC(CCCCN1C[C@@H]([C@H]([C@@H]([C@H](C1)O)O)O)O)COCC=1N=C(OC1)C1=CC=C(C=C1)F (3S,4R,5R,6S)-1-(5-fluoro-6-{[2-(4-fluorophenyl)-1,3-oxazol-4-yl]methoxy}hexyl)-3,4,5,6-azepanetetrol